N(C)C[C@H](O)[C@@H](O)[C@H](O)[C@H](O)CO.ClC=1C=C(C=C(C1)Cl)C=1OC2=C(N1)C=CC(=C2)C(=O)O 2-(3,5-dichlorophenyl)-1,3-benzoxazole-6-carboxylic acid meglumine salt